tert-butyl (2S,6R)-4-[8-[(8-fluoro-2-methyl-imidazo[1,2-a]pyridin-6-yl)carbamoyl]pyrido[3,4-b]pyrazin-5-yl]-2,6-dimethyl-piperazine-1-carboxylate FC=1C=2N(C=C(C1)NC(=O)C1=CN=C(C3=NC=CN=C31)N3C[C@@H](N([C@@H](C3)C)C(=O)OC(C)(C)C)C)C=C(N2)C